C1(CC1)[C@]1(C(N(C[C@H]1C)C=1C=2N(N=CC1)C=C(C2)C=2C=NN(C2)C2C(C2)(F)F)=O)C#N (3R,4S)-3-cyclopropyl-1-(6-(1-(2,2-difluorocyclopropyl)-1H-pyrazol-4-yl)pyrrolo[1,2-b]pyridazin-4-yl)-4-methyl-2-oxopyrrolidine-3-carbonitrile